CC1(NC=C(C=C1)NC1=NC=CC(=N1)C1=CN=C2N1C=C(C=C2)C=2CCNCC2)NC 2,N2-dimethyl-N5-(4-(6-(1,2,3,6-tetrahydropyridin-4-yl)imidazo[1,2-a]pyridin-3-yl)pyrimidin-2-yl)pyridine-2,5-diamine